(3R,4R)-1-cyclohexyl-4-{[5-(2,4-difluoro-phenyl)-isoxazole-3-carbonyl]-amino}-piperidine-3-carboxylic acid (2-dimethylamino-ethyl)-methyl-amide CN(CCN(C(=O)[C@@H]1CN(CC[C@H]1NC(=O)C1=NOC(=C1)C1=C(C=C(C=C1)F)F)C1CCCCC1)C)C